5-chloro-N-[2,4-difluoro-3-[3-(1-[[2-(trimethylsilyl)ethoxy]methyl]imidazol-2-yl)imidazo[1,5-a]pyridin-7-yl]phenyl]-2-methoxypyridine-3-sulfonamide ClC=1C=C(C(=NC1)OC)S(=O)(=O)NC1=C(C(=C(C=C1)F)C1=CC=2N(C=C1)C(=NC2)C=2N(C=CN2)COCC[Si](C)(C)C)F